OC1=CC=C(C=C1)N1C2CN(CC1CC(C2)=O)S(=O)(=O)C2=CC=C1C=CN(C1=C2)[Si](C(C)C)(C(C)C)C(C)C 9-(4-hydroxyphenyl)-3-(1-triisopropylsilylindol-6-yl)sulfonyl-3,9-diazabicyclo[3.3.1]nonan-7-one